O=C1NC(CCC1N1C(C2=CC=C(C=C2C1=O)N1CCC(CC1)C(=O)N1CCN(CC1)C(=O)OC(C)(C)C)=O)=O tert-butyl 4-[1-[2-(2,6-dioxo-3-piperidyl)-1,3-dioxo-isoindolin-5-yl]-piperidine-4-carbonyl]piperazine-1-carboxylate